1,2,2,6,6-pentamethyl-1,2,3,6-tetrahydropyridin-4-yl trifluoromethanesulfonate FC(S(=O)(=O)OC=1CC(N(C(C1)(C)C)C)(C)C)(F)F